methyl 2-(((2S)-2-((tert-butoxycarbonyl)amino)-1-cyano-3-(1H-indol-3-yl)propyl)amino)-5-(6-(4-isopropylpiperazin-1-yl)pyridin-3-yl)benzoate C(C)(C)(C)OC(=O)N[C@H](C(C#N)NC1=C(C(=O)OC)C=C(C=C1)C=1C=NC(=CC1)N1CCN(CC1)C(C)C)CC1=CNC2=CC=CC=C12